CC=1N=C2N(N=C(C=C2)C=2N=C3N(C(C2)=O)C=C(C=C3)N3C[C@H](NCC3)C)C1 2-(2-methylimidazo[1,2-b]pyridazin-6-yl)-7-[(3R)-3-methylpiperazin-1-yl]pyrido[1,2-a]pyrimidin-4-one